C(\C=C\C1=CC(OC)=C(O)C=C1)(=O)OCCCCCC(C)C Isooctyl ferulate